N-(2-(2-(2,6-difluorophenyl)hydrazino)ethyl)-2-methylthio-5-bromopyrimidine-4-carboxamide FC1=C(C(=CC=C1)F)NNCCNC(=O)C1=NC(=NC=C1Br)SC